4-(3-iodo-6-methoxypyrazolo[1,5-a]pyridin-5-yl)-1-methylpiperidin-4-ol IC=1C=NN2C1C=C(C(=C2)OC)C2(CCN(CC2)C)O